(difluoro(2-(((3S,6S,10aS)-5-oxo-3-(4,5,6,7-tetrahydro-1H-pyrazolo[3,4-c]pyridine-6-carbonyl)decahydropyrrolo[1,2-a]azocin-6-yl)carbamoyl)benzo[b]thiophen-5-yl)methyl)phosphonic acid FC(C1=CC2=C(SC(=C2)C(N[C@H]2CCCC[C@@H]3N(C2=O)[C@@H](CC3)C(=O)N3CC2=C(CC3)C=NN2)=O)C=C1)(F)P(O)(O)=O